ClC1=CC=C(C(=N1)F)C(F)(F)F 6-chloro-2-fluoro-3-(trifluoromethyl)pyridine